4-{6-[2-(2-Cyano-6-fluoro-4-methyl-indol-1-yl)-ethylamino]-pyrimidin-4-yl}-2-ethoxybenzoic acid C(#N)C=1N(C2=CC(=CC(=C2C1)C)F)CCNC1=CC(=NC=N1)C1=CC(=C(C(=O)O)C=C1)OCC